[Na+].[Na+].S(=O)(=O)([O-])CCCCN(C1=CC(=CC(=C1)C)C)CCCCS(=O)(=O)[O-] N,N-bis(4-sulfobutyl)-3,5-dimethylaniline, disodium salt